2-{[(2S,4S)-4-({2-[(2,4-Difluorophenoxy)methyl]pyrimidin-4-yl}oxy)-2-methylpiperidin-1-yl]methyl}-5-fluoro-1-{[(2S)-oxetan-2-yl]methyl}-1H-1,3-benzodiazole-6-carboxylic acid FC1=C(OCC2=NC=CC(=N2)O[C@@H]2C[C@@H](N(CC2)CC2=NC3=C(N2C[C@H]2OCC2)C=C(C(=C3)F)C(=O)O)C)C=CC(=C1)F